C(N)(OCC=1N(C2=CC=C(C=C2C1CN1CCCC1)F)C1CCN(CC1)[C@@H]1CC[C@@H](CC1)C(C)C)=O (5-fluoro-1-(1-(cis-4-isopropylcyclohexyl)piperidin-4-yl)-3-(pyrrolidin-1-ylmethyl)-1H-indol-2-yl)methyl carbamate